7-hydroxy-8-(5-methyl-2-(prop-1-en-2-yl)phenyl)-5-pentyl-4H-spiro[benzo[d][1,3]dioxine-2,1'-cyclopentan]-4-one OC=1C=C(C2=C(OC3(CCCC3)OC2=O)C1C1=C(C=CC(=C1)C)C(=C)C)CCCCC